C(C)(C)(C)OC(=O)C1CCN(CC1)C1=CC(=NO1)C1=CC=C(C=C1)OC.C1(=CC=C(C=C1)C(=C)CC(=O)NCC1=CC=CC=C1)C1=CC=CC=C1 (1-([1,1'-biphenyl]-4-yl)vinyl)-N-benzyl-acetamide tert-butyl-1-(3-(4-methoxyphenyl)isoxazol-5-yl)piperidine-4-carboxylate